3-(4-(tert-butyl)phenyl)-1-ethoxyisoquinoline-6-carboxylic acid crotyl ester C(C=CC)OC(=O)C=1C=C2C=C(N=C(C2=CC1)OCC)C1=CC=C(C=C1)C(C)(C)C